(2S,3S)-2-[(3S)-2-oxopiperazin-1-yl]-3-methylvaleric acid O=C1N(CCNC1)[C@H](C(=O)O)[C@H](CC)C